2-(1-phenylmethyl)phenol C1(=CC=CC=C1)CC1=C(C=CC=C1)O